3,3'-(oxybis(ethane-2,1-diyl)bis(oxy))bis(propan-1-amine) O(CCOCCCN)CCOCCCN